(ethane-1,2-diylbis(tert-butylazanediyl))bis(heptane-7,1-diyl) bis(2-hexyldecanoate) C(CCCCC)C(C(=O)OCCCCCCCN(CCN(C(C)(C)C)CCCCCCCOC(C(CCCCCCCC)CCCCCC)=O)C(C)(C)C)CCCCCCCC